phenyl (4-(4-amino-1-(2-methoxyethyl)-1H-pyrazolo[3,4-d]pyrimidin-3-yl)-2-fluorophenyl)carbamate NC1=C2C(=NC=N1)N(N=C2C2=CC(=C(C=C2)NC(OC2=CC=CC=C2)=O)F)CCOC